4-(1-((trans)-2-((2-(2,6-dioxopiperidin-3-yl)-1-oxoisoindolin-5-yl)oxy)cyclohexyl)azetidin-3-yl)-2-fluorobenzonitrile O=C1NC(CCC1N1C(C2=CC=C(C=C2C1)O[C@H]1[C@@H](CCCC1)N1CC(C1)C1=CC(=C(C#N)C=C1)F)=O)=O